(S)-4-bromo-7-methoxy-6-((tetrahydrofuran-3-yl)oxy)phthalazin-1(2H)-one BrC1=NNC(C2=CC(=C(C=C12)O[C@@H]1COCC1)OC)=O